BrC1=C(C(=NC(=C1)Cl)C)N 4-bromo-6-chloro-2-methylpyridin-3-amine